(S)-5-(6-(2-chlorophenyl)-8-ethynyl-4-methyl-4H-benzo[f]imidazo[1,5-a][1,4]diazepin-3-yl)-3-methyl-1,2,4-oxadiazole ClC1=C(C=CC=C1)C1=N[C@H](C=2N(C3=C1C=C(C=C3)C#C)C=NC2C2=NC(=NO2)C)C